4-hydroxy-2-butyne OCC#CC